5-methyl-3-octyl-1-(4-vinylbenzyl)-1H-1,2,4-triazole CC1=NC(=NN1CC1=CC=C(C=C1)C=C)CCCCCCCC